(2R,6R)-6-methyl-N-[(4-methylmorpholin-3-yl)methyl]-4-[8-(trifluoromethyl)-5-quinolinyl]morpholine-2-carboxamide C[C@H]1O[C@H](CN(C1)C1=C2C=CC=NC2=C(C=C1)C(F)(F)F)C(=O)NCC1N(CCOC1)C